CC1(OCC(O1)C(CC)O)C (2,2-dimethyl-1,3-dioxolan-4-yl)propanol